FC1=C(C(=CC(=C1)C=O)F)B(O)O 2,6-difluoro-4-formylphenylboronic acid